4-chloro-2,3-difluoroaniline ClC1=C(C(=C(N)C=C1)F)F